acrylic acid laurate C(CCCCCCCCCCC)(=O)O.C(C=C)(=O)O